CC(=O)O[C@H](CC(=O)[O-])C[N+](C)(C)C The molecule is an O-acyl-L-carnitine where the acyl group specified is acetyl. It facilitates movement of acetyl-CoA into the matrices of mammalian mitochondria during the oxidation of fatty acids. It has a role as a human metabolite and a Saccharomyces cerevisiae metabolite. It is an O-acetylcarnitine and a saturated fatty acyl-L-carnitine. It derives from a carnitine. It is an enantiomer of an O-acetyl-D-carnitine.